S1C2=C(C=C1)C(CCCC2)=O 5,6,7,8-tetrahydro-4H-cyclohepta[b]thiophen-4-one